C(C)(C)(C)OC(=O)N1CCC(CC1)SCC=1NC(C2=C(N1)N=C(C=C2)OCC2CC2)=O 4-(((7-(cyclopropylmethoxy)-4-oxo-3,4-dihydropyrido[2,3-d]pyrimidin-2-yl)methyl)thio)piperidine-1-carboxylic acid tert-butyl ester